O1C(CCCC1)N1N=CC2=CC(=CC=C12)C1(CCOCC1)C(=O)O 4-(1-(tetrahydro-2H-pyran-2-yl)-1H-indazol-5-yl)tetrahydro-2H-pyran-4-carboxylic acid